3-((1R,6S)-3-oxabicyclo[4.1.0]heptan-6-yl)-N-(5-((4-chlorobenzyl)oxy)-1,3,4-thiadiazol-2-yl)isonicotinamide [C@@H]12COCC[C@]2(C1)C1=C(C(=O)NC=2SC(=NN2)OCC2=CC=C(C=C2)Cl)C=CN=C1